N,N-diethyl-7-nitrobenzo[c][1,2,5]thiadiazol-4-amine C(C)N(C1=CC=C(C2=NSN=C21)[N+](=O)[O-])CC